(2R,4R)-4-fluoro-1-(5-fluoro-2-(5-fluoro-1H-pyrrolo[2,3-b]pyridin-3-yl)pyrimidin-4-yl)pyrrolidine-2-carboxylic acid F[C@@H]1C[C@@H](N(C1)C1=NC(=NC=C1F)C1=CNC2=NC=C(C=C21)F)C(=O)O